5-(pyridin-4-yl)-N-(2-(5-(thiazol-2-ylmethyl)piperazin-1-yl)-5-(trifluoromethyl)phenyl)furan-2-carboxamide N1=CC=C(C=C1)C1=CC=C(O1)C(=O)NC1=C(C=CC(=C1)C(F)(F)F)N1CCNC(C1)CC=1SC=CN1